(R)-(3-Aminopiperidin-1-yl)(2-(1-(piperidin-4-ylmethyl)-1H-indol-2-yl)-3,4-dihydro-5-oxa-1,2a-diazaacenaphthylen-7-yl)methanone N[C@H]1CN(CCC1)C(=O)C=1C=C2OCCN3C(=NC(C1)=C32)C=3N(C2=CC=CC=C2C3)CC3CCNCC3